C(C(O)CC(=O)O)(=O)O.C1(C=CC(N1)=O)=O Maleimide MALAT